CN1N=CC2=CC=C(C=C12)C=1C2=C(NN1)C1=C(C2)SC(=C1)C=1C=CC(=NC1)C(=O)N1CCOCC1 (5-(3-(1-methyl-1H-indazol-6-yl)-1,4-dihydrothieno[2',3':4,5]cyclopenta[1,2-c]pyrazol-6-yl)pyridin-2-yl)(N-morpholinyl)methanone